N-(3-((4-methylpiperazin-1-yl)methyl)-5-(trifluoromethyl)phenyl)-6-(pyrimidin-5-yl)-4,5,6,7-tetrahydrothieno[2,3-c]pyridine-3-carboxamide CN1CCN(CC1)CC=1C=C(C=C(C1)C(F)(F)F)NC(=O)C1=CSC=2CN(CCC21)C=2C=NC=NC2